(S)-3,3'-((7-(2-hydroxypropyl)-1,4,7-triazonane-1,4-diyl)bis(methylene))bis(4-hydroxybenzenesulfonate) Disodium Salt [Na+].[Na+].O[C@H](CN1CCN(CCN(CC1)CC=1C=C(C=CC1O)S(=O)(=O)[O-])CC=1C=C(C=CC1O)S(=O)(=O)[O-])C